FCCCN1C[C@H](CC1)OC1=CC=C(C=C1)C1=C(CCSC2=C1C=CC(=C2)O)C=2C=C1CCNC1=CC2 5-[4-[(3S)-1-(3-Fluoropropyl)pyrrolidin-3-yl]oxyphenyl]-4-indolin-5-yl-2,3-dihydro-1-benzothiepin-8-ol